5-butyl-4-(1H-indol-2-yl)-N-methoxy-2-carbonyl-2,5-dihydrofuran-3-carboxamide C(CCC)C1C(=C(C(O1)=C=O)C(=O)NOC)C=1NC2=CC=CC=C2C1